[Se].[Pt].[Ag] silver-platinum-selenium